4-Methyl-eugenol CC=1C=C(C(=CC1CC=C)OC)O